4-(2-(5-methoxy-2-m-tolylpyrimidin-4-yl)pyrido[3,2-d]pyrimidin-4-yl)morpholine COC=1C(=NC(=NC1)C=1C=C(C=CC1)C)C=1N=C(C2=C(N1)C=CC=N2)N2CCOCC2